N-(2-cyclopropyl-4-iodo-5-methylphenyl)-N-{1,2-dimethylimidazo[4,5-b]pyridin-5-yl}pent-2-ynamide C1(CC1)C1=C(C=C(C(=C1)I)C)N(C(C#CCC)=O)C1=CC=C2C(=N1)N=C(N2C)C